C(C)(=O)OC1=C2[C@H]3[C@H](C(OC2=CC(=C1)C(C)(CCCCCC)C)(C)C)CC=C(C3)C(=O)O (6aR,10aR)-1-acetoxy-6,6-dimethyl-3-(2-methyloctan-2-yl)-6a,7,10,10a-tetrahydro-6H-benzo[c]chromene-9-carboxylic acid